N2,N4-di(but-3-en-1-yl)-6-phenyl-1,3,5-triazine-2,4-diamine C(CC=C)NC1=NC(=NC(=N1)NCCC=C)C1=CC=CC=C1